methyl (E)-3-(3-(N-((4-(3-methyl-1,2,4-oxadiazol-5-yl)bicyclo[2.2.2]octan-1-yl)methyl)tetrahydro-2H-pyran-4-carboxamido)phenyl)acrylate CC1=NOC(=N1)C12CCC(CC1)(CC2)CN(C(=O)C2CCOCC2)C=2C=C(C=CC2)/C=C/C(=O)OC